C1(CC1)C(=O)NC1=NC=C(C(=O)N)C(=C1)NC1=C(C(=CC=C1)C=1C=NN(C1)C1COCC1F)OC 6-(cyclopropanecarboxamido)-4-((3-(1-(4-fluorotetrahydrofuran-3-yl)-1H-pyrazol-4-yl)-2-methoxyphenyl)amino)nicotinamide